N-{4-[3-(4-bromophenyl)-1,2,4-oxadiazol-5-yl]Phenyl}-5-oxo-1-[(pyridin-3-yl)methyl]Pyrrolidine-3-carboxamide GERANYL-PROPIONATE C(\C=C(/C)\CCC=C(C)C)OC(CC)=O.BrC1=CC=C(C=C1)C1=NOC(=N1)C1=CC=C(C=C1)NC(=O)C1CN(C(C1)=O)CC=1C=NC=CC1